3-({6-cyclopropyl-2-(ethylsulfanyl)-7-[6-fluoro-5-methyl-2-(triphenylmethyl)-2H-indazol-4-yl]-8-[(1S)-1-phenylethoxy]quinolin-4-yl}oxy)azetidine-1-carboxylic acid tert-butyl ester C(C)(C)(C)OC(=O)N1CC(C1)OC1=CC(=NC2=C(C(=C(C=C12)C1CC1)C=1C2=CN(N=C2C=C(C1C)F)C(C1=CC=CC=C1)(C1=CC=CC=C1)C1=CC=CC=C1)O[C@@H](C)C1=CC=CC=C1)SCC